3-amino-6-picolinic acid NC=1C=NC(=CC1)C(=O)O